NC=1C=C(C=CC1N)C1=C(C=CC=C1F)NC(=O)N 3',4'-diamino-6-fluoro-[1,1'-biphenylyl]urea